ClC=1C=C(C=NC1N1N=CC=N1)NC(=O)C=1C=NN(C1C(F)F)C1=NC=CC2=CC=CC=C12 N-(5-chloro-6-(2H-1,2,3-triazol-2-yl)pyridin-3-yl)-5-(difluoromethyl)-1-(isoquinolin-1-yl)-1H-pyrazole-4-carboxamide